(S)-N-((2-(6-(1-oxa-6-azaspiro[3.4]octan-6-yl)pyridin-2-yl)-1,6-naphthyridin-7-yl)methyl)-4-methyl-3-(methylsulfonyl)benzamide O1CC[C@@]12CN(CC2)C2=CC=CC(=N2)C2=NC1=CC(=NC=C1C=C2)CNC(C2=CC(=C(C=C2)C)S(=O)(=O)C)=O